C(C)N1CCN(CC1)C1=C(C=C(C=C1)NC(NC1=CC=C(C=C1)C1=NC2=CC=CN=C2C(=C1)C(=O)NC)=O)C(F)(F)F 2-(4-(3-(4-(4-Ethylpiperazin-1-yl)-3-(trifluoromethyl)phenyl)ureido)phenyl)-N-methyl-1,5-naphthyridine-4-carboxamide